3-{1-[(1R)-1-(4-Chlorophenyl)-2-[(5-cyanopyridin-2-yl)methyl]-7-fluoro-1-methoxy-3-oxo-2,3-dihydro-1H-isoindol-5-yl]-1-hydroxyethyl}-N,N-dimethylazetidin-1-carboxamid ClC1=CC=C(C=C1)[C@@]1(N(C(C2=CC(=CC(=C12)F)C(C)(O)C1CN(C1)C(=O)N(C)C)=O)CC1=NC=C(C=C1)C#N)OC